B(O)(O)O.B(O)(O)O.B(O)(O)O.B(O)(O)O.C(#N)N1CN(C=C1)C 1-cyano-3-methylimidazole tetraborate